1-(5-((3aR,6aS)-5-(4-fluorophenyl)hexahydropyrrolo[3,4-c]pyrrol-2(1H)-yl)pentyl)-1H-benzo[d]imidazol-2(3H)-one FC1=CC=C(C=C1)N1C[C@H]2[C@@H](C1)CN(C2)CCCCCN2C(NC1=C2C=CC=C1)=O